NC1=NC=2C=CC(=CC2C2=C1C=NN2C)C(=O)N(OC)CC2=CC(=C(C=C2)F)OC 4-amino-N-(4-fluoro-3-methoxybenzyl)-N-methoxy-1-methyl-1H-pyrazolo[4,3-c]quinoline-8-carboxamide